tert-butyl 4-(3-(2-(difluoromethoxy)-6-methoxypyridin-3-yl)-1-(2-isopropylphenyl)ureido)piperidine-1-carboxylate FC(OC1=NC(=CC=C1NC(N(C1=C(C=CC=C1)C(C)C)C1CCN(CC1)C(=O)OC(C)(C)C)=O)OC)F